SCC1=C(C=CC=C1)CS 1,2-bis(mercaptomethyl)benzene